[Ag+].C(#N)[NH2+]C#N dicyanoammonium silver